NC1=CC=C(C=C1)C1(CC(C2=CC(=CC=C12)N)(C)C)C 1-(4-aminophenyl)-1,3,3-trimethyl-1H-inden-5-amine